1,5,7-Trimethylhexahydro-1H-spiro[benzo[c]isoxazol-3,1'-cyclopentan] CN1OC2(CCCC2)C2C1C(CC(C2)C)C